The molecule is an organic cation that is the conjugate acid of legionaminic acid obtained by protonation of both amino groups and deprotonation of the carboxy group; major species at pH 7.3. It is an organic cation and an ammonium ion derivative. It is a conjugate acid of a legionaminic acid. C[C@H]([C@H]([C@H]1[C@@H]([C@H](C[C@](O1)(C(=O)[O-])O)O)[NH3+])[NH3+])O